C(C)(C)(C)[S@](=O)\N=C(/C=1C=NC(=NC1)N1CCN(CC1)C(=O)OC(C)(C)C)\C1=CC=C(C=C1)F tert-Butyl (S,Z)-4-(5-(((tert-butylsulfinyl)imino)(4-fluorophenyl) methyl)-pyrimidin-2-yl)piperazine-1-carboxylate